(S)-N-(6-(2-aminoethoxy)-8,9-difluoro-1,4-dihydro-2H-pyrano[3,4-c]isoquinolin-1-yl)-5,6-difluoro-N-methyl-1H-indole-2-carboxamide NCCOC1=NC2=C(C=3C=C(C(=CC13)F)F)[C@@H](COC2)N(C(=O)C=2NC1=CC(=C(C=C1C2)F)F)C